CN(CCN(C1=C(C=C(C=C1)NC1=NC(=NC=C1C(F)(F)F)C1=CNC2=CC(=CC=C12)F)NC(C)=O)C)C N-(2-((2-(dimethylamino)ethyl)(methyl)amino)-5-((2-(6-fluoro-1H-indol-3-yl)-5-(trifluoromethyl)pyrimidin-4-yl)amino)phenyl)acetamide